(R)-2-cyclopropyl-2-hydroxyacetic acid C1(CC1)[C@H](C(=O)O)O